NC1=CC2=CC(=C(C(=C2C=C1)O)N=NC1=CC=C(C=C1)[N+](=O)[O-])S(=O)(=O)[O-] 2-amino-5-hydroxy-6-((4-nitrophenyl)diazenyl)-7-sulfonatonaphthalene